CC1=CC2=NC=NN2C=C1NC3=NC=C4C(=N3)N(C(=O)N4C)C5CCC(CC5)OC 9-((1s,4s)-4-methoxycyclohexyl)-7-methyl-2-((7-methyl-[1,2,4]triazolo[1,5-a]pyridin-6-yl)amino)-7,9-dihydro-8H-purin-8-one